BrC1=C(C(=CC=C1)N1CCC(CC1)C(OC)OC)CNC1C(NC(CC1)=O)=O 3-[[2-bromo-6-[4-(dimethoxymethyl)-1-piperidyl]phenyl]methylamino]piperidine-2,6-dione